N[C@@H]1C2=CC=CC=C2CC12CCN(CC2)C=2C(=NC(=C(N2)C)C=2C(=NC=CC2)C(F)(F)F)CO (S)-(3-(1-amino-1,3-dihydrospiro[inden-2,4'-piperidin]-1'-yl)-5-methyl-6-(2-(trifluoromethyl)pyridin-3-yl)pyrazin-2-yl)methanol